4-chloro-6-methyl-2-(pyridin-4-yl)thieno[2,3-d]pyrimidine ClC=1C2=C(N=C(N1)C1=CC=NC=C1)SC(=C2)C